C(C)(C)N1CC(CC1)C1=NOC(C(O1)CN1CCCCC1)C (1-isopropylpyrrolidin-3-yl)-6-methyl-5-(piperidin-1-ylmethyl)-5,6-dihydro-1,4,2-dioxazine